Cl.CNC1CCC2=C(C(=CS2)C#N)C1 5-(methylamino)-4,5,6,7-tetrahydrobenzothiophene-3-carbonitrile hydrochloride